O=C(CCCNC(OC(C)(C)C)=O)NC=1SC2=C(N1)C=CC(=C2)OC(F)(F)F tert-butyl (4-oxo-4-((6-(trifluoromethoxy)benzo[d]thiazol-2-yl)amino)butyl)carbamate